C(C)(=O)OS(=O)(=O)C1=NN(C(=C1Br)C1=C(C=CC=C1)CC)C1=C(C(=CC=C1)F)F Ethyl-{[4-bromo-1-(2,3-difluorophenyl)-5-phenyl-1H-pyrazol-3-yl] sulfonyl} acetate